N12CCC[C@@]2(CC1)C(=O)OC methyl (5R)-1-azabicyclo[3.2.0]heptane-5-carboxylate